The molecule is a steroid saponin that is (3beta,16beta,20R)-3,16,17-trihydroxycholest-5-en-22-one attached to a alpha-L-arabinopyranosyl residue at position 16 and a beta-D-glucopyranosyl residue at position 3 via a glycosidic linkage. Isolated from Ornithogalum thyrsoides and Galtonia candicans, it exhibits cytotoxic activity. It has a role as a metabolite and an antineoplastic agent. It is a beta-D-glucoside, a 17-hydroxy steroid, a cholestanoid and a steroid saponin. C[C@@H](C(=O)CCC(C)C)[C@]1([C@H](C[C@@H]2[C@@]1(CC[C@H]3[C@H]2CC=C4[C@@]3(CC[C@@H](C4)O[C@H]5[C@@H]([C@H]([C@@H]([C@H](O5)CO)O)O)O)C)C)O[C@H]6[C@@H]([C@H]([C@H](CO6)O)O)O)O